C(C)O[C@@H]1C[C@@]2(CC[C@H](C1)N2CC2=C1C=CNC1=C(C=C2OC)C)C2=CC=C(C(=O)OC1[C@@H]([C@H]([C@@H]([C@H](O1)C(=O)O)O)O)O)C=C2 (2S,3S,4S,5R)-6-((4-((1S,3S,5R)-3-Ethoxy-8-((5-methoxy-7-methyl-1H-indol-4-yl)methyl)-8-azabicyclo[3.2.1]octan-1-yl)benzoyl)oxy)-3,4,5-trihydroxytetrahydro-2H-pyran-2-carboxylic acid